6-(2,2-difluoroethyl)-5,6,7,8-tetrahydro-1,6-naphthyridin-3-amine FC(CN1CC=2C=C(C=NC2CC1)N)F